N-(4-stearamidophenyl)cyclohexanamide C(CCCCCCCCCCCCCCCCC)(=O)NC1=CC=C(C=C1)NC(=O)C1CCCCC1